bis-indenyl zirconium dichloride [Cl-].[Cl-].C1(C=CC2=CC=CC=C12)[Zr+2]C1C=CC2=CC=CC=C12